3-(1-methyl-1H-indazol-5-yl)-N-(1-phenyl-4-(6-(piperidin-1-yl)hexyl)-1H-imidazol-2-yl)benzamide CN1N=CC2=CC(=CC=C12)C=1C=C(C(=O)NC=2N(C=C(N2)CCCCCCN2CCCCC2)C2=CC=CC=C2)C=CC1